FC1=C(C#N)C=C(C=C1)N1C2CN(CC1CC2)C(CCS(=O)(=O)C2=CC=CC=1N2C=CN1)=O 2-fluoro-5-[3-(3-{imidazo[1,2-a]pyridine-5-sulfonyl}propanoyl)-3,8-diazabicyclo[3.2.1]octan-8-yl]benzonitrile